5-(thiazol-5-yl)-1H-pyrazolo[3,4-c]pyridine-7-carboxylic acid ethyl ester C(C)OC(=O)C=1N=C(C=C2C1NN=C2)C2=CN=CS2